[4-[1-[(1-fluorocyclopropyl)methyl]triazol-4-yl]phenyl]-[4-(5-methyloxazolo[4,5-b]pyridin-2-yl)piperazin-1-yl]methanone FC1(CC1)CN1N=NC(=C1)C1=CC=C(C=C1)C(=O)N1CCN(CC1)C=1OC=2C(=NC(=CC2)C)N1